[B].C=1NC=C2C=CC=CC12 isoindole boron